C(C1=CC=CC=C1)OC(NCC1=CC2=C(N=C(N=C2)NC2=CC=C(C=N2)N2CCCCC2)N(C1=O)C1CCCC1)=O [8-Cyclopentyl-7-oxo-2-(3,4,5,6-tetrahydro-2H-[1,3']bipyridinyl-6'-ylamino)-7,8-dihydro-pyrido[2,3-d]pyrimidin-6-ylmethyl]-carbamic acid benzyl ester